4-methyl-1,3-benzothiazole-6-carboxylic acid CC1=CC(=CC2=C1N=CS2)C(=O)O